C1=CC=CC=2C3=CC=CC=C3N(C12)C=1C=CC=2N(C3=CC=C(C=C3C2C1)N1C2=CC=CC=C2C=2C=CC=CC12)C1=CC=C(C=C1)C=1C=NC=C(C1C1=CC=C(C#N)C=C1)C1=CC=CC=C1 4-(3-(4-(9'H-[9,3':6',9''-tercarbazol]-9'-yl)phenyl)-5-phenylpyridin-4-yl)benzonitrile